2-mesityl-5-methylimidazol C1(=C(C(=CC(=C1)C)C)C=1NC(=CN1)C)C